I.C(C)(=O)OCC1=C2C=CN(C2=CC(=C1OC1=CC(=C(C=C1)F)C(SC)=N)F)S(=O)(=O)C1=CC=CC=C1 (6-fluoro-5-(4-fluoro-3-(imino(methylthio)methyl) phenoxy)-1-(phenylsulfonyl)-1H-indol-4-yl)methyl acetate hydroiodide